1-(4-sulfophenyl)-2,3-dimethyl-4-amino-5-pyrazolone S(=O)(=O)(O)C1=CC=C(C=C1)N1N(C(=C(C1=O)N)C)C